Tert-butyl N-[1-[1-(2,6-dibenzyl oxy-3-pyridyl)-3-methyl-2-oxo-benzimidazol-4-yl]-4-piperidyl]-N-methyl-carbamate C(C1=CC=CC=C1)OC1=NC(=CC=C1N1C(N(C2=C1C=CC=C2N2CCC(CC2)N(C(OC(C)(C)C)=O)C)C)=O)OCC2=CC=CC=C2